4-((1-((2,6-diethoxy-4'-fluoro-[1,1'-biphenyl]-4-yl)methyl)-4-fluoropiperidin-4-yl)methoxy)benzoic acid C(C)OC1=C(C(=CC(=C1)CN1CCC(CC1)(F)COC1=CC=C(C(=O)O)C=C1)OCC)C1=CC=C(C=C1)F